C(C(C)C)O[Ti+2]OCC(C)C diisobutoxytitanium(IV)